C1=2CCCCCCCCCCC2OCCC1 13-oxabicyclo[10.4.0]hexadec-1(12)-ene